4-(2-(2-(1-methyl-1H-pyrazol-4-yl)ethoxy)-6-(5-morpholino-3-(m-tolyl)-1H-pyrazol-1-yl)pyrimidin-4-yl)morpholine CN1N=CC(=C1)CCOC1=NC(=CC(=N1)N1CCOCC1)N1N=C(C=C1N1CCOCC1)C=1C=C(C=CC1)C